C(CC)C(COCC)(COCC)C1CCCCC1 2-n-propyl-2-cyclohexyl-1,3-diethoxypropane